BrC1=CC(=CC2=CC=C(C(=C12)OCF)F)O 4-bromo-6-fluoro-5-(fluoromethoxy)naphthalen-2-ol